((4-bromo-2-fluorophenyl)amino)-2,2-dimethylpropionamide BrC1=CC(=C(C=C1)NCC(C(=O)N)(C)C)F